C(C)(=O)O[C@@H]1[C@@H]([C@H]2N=C(O[C@H]2O[C@@H]1COC(C)=O)C)OC(C)=O (3aR,5R,6R,7R,7aR)-5-(acetoxymethyl)-2-methyl-5,6,7,7a-tetrahydro-3aH-pyrano[3,2-d]oxazole-6,7-diyl diacetate